(S)-3-(1H-indol-3-yl)-2-(4-methylphenyl-sulphonyl)-N-phenethyl-propionamide N1C=C(C2=CC=CC=C12)C[C@@H](C(=O)NCCC1=CC=CC=C1)S(=O)(=O)C1=CC=C(C=C1)C